C(CCCCCCC)[Al](CCCCCCCC)CCCCCCCC trinormal octylaluminum